1-(3-bromo-5-chlorophenoxy)-3-((3-methoxy-4-(2-(4-methylpiperidin-1-yl)ethoxy)benzyl)(methyl)amino)propan-2-ol BrC=1C=C(OCC(CN(C)CC2=CC(=C(C=C2)OCCN2CCC(CC2)C)OC)O)C=C(C1)Cl